methyl (((3R,8R*)-2-((3-cyano-4-fluorophenyl)carbamoyl)-11,11-difluoro-3-methyl-2,3,4,7,8,9,10,11-octahydro-1H-pyrido[4',3':3,4]pyrazolo[1,5-a]azepin-8-yl)-methyl)carbamate C(#N)C=1C=C(C=CC1F)NC(=O)N1CC=2C(=NN3C2C(CC[C@@H](C3)CNC(OC)=O)(F)F)C[C@H]1C |o1:22|